[1-(2-hydroxy-2-methyl-propyl)-4-piperidyl]oxyl-2-methyl-2,3-dihydro-1,4-benzoxazepin-5-one OC(CN1CCC(CC1)OC1(OC2=C(C(NC1)=O)C=CC=C2)C)(C)C